3-Amino-7-benzyl-8-oxo-7,8-dihydro-6H-pyrrolo[3,4-g]quinoline-2-carboxylic acid ethyl ester C(C)OC(=O)C1=NC2=CC3=C(C=C2C=C1N)CN(C3=O)CC3=CC=CC=C3